lithium 3,3'-((1,2-dithiane-4,5-diyl)bis(oxy))bis(N-hydroxypropionamide) S1SCC(C(C1)OCCC(=O)NO)OCCC(=O)NO.[Li]